BrC=1C=C2C=C(C(=NC2=CC1)OC)[C@H]([C@](CCN(C)C)(O)C1=CC=CC2=CC=CC=C12)C1=CC=CC=C1 (1r,2s)-1-(6-bromo-2-methoxyquinolin-3-yl)-4-dimethylamino-2-(1-naphthyl)-1-phenyl-butan-2-ol